COC(C(C)(C)N[C@@H]1CC[C@H](CC1)OCCOC1C[C@H](N([C@H](C1)C)C(=O)OC(C)(C)C)C)=O (2R,4r,6S)-tert-Butyl 4-(2-(((trans)-4-((1-methoxy-2-methyl-1-oxopropan-2-yl)amino)cyclohexyl)oxy)ethoxy)-2,6-dimethylpiperidine-1-carboxylate